N-(((1r,4r)-4-aminocyclohexyl)methyl)-2-methyl-6-(3-oxa-9-azaspiro[5.5]undecan-9-yl)pyridin-3-amine NC1CCC(CC1)CNC=1C(=NC(=CC1)N1CCC2(CCOCC2)CC1)C